3-[3-(diethylamino)propoxy]-4-methoxybenzaldehyde C(C)N(CCCOC=1C=C(C=O)C=CC1OC)CC